2,4,6-tris(1-methylethyl)-phenol CC(C)C1=C(C(=CC(=C1)C(C)C)C(C)C)O